4-bromo-2,3-difluoro-6-nitroaniline BrC1=C(C(=C(N)C(=C1)[N+](=O)[O-])F)F